6-chloro-2-(1,2,3,6-tetrahydropyridin-4-yl)-N-(thiophen-2-ylmethyl)pyrido[3,4-d]pyrimidin-4-amine ClC1=CC2=C(N=C(N=C2NCC=2SC=CC2)C=2CCNCC2)C=N1